5-(8-((1S,2S)-2-(1-(2,2,2-trifluoroethyl)-1H-pyrazolo[3,4-b]pyridin-6-yl)cyclopropyl)imidazo[1,2-b]pyridazin-6-yl)pyrimidine-2,4(1H,3H)-dione FC(CN1N=CC=2C1=NC(=CC2)[C@@H]2[C@H](C2)C=2C=1N(N=C(C2)C=2C(NC(NC2)=O)=O)C=CN1)(F)F